C(C1=CC=CC=C1)(=O)NN=C1C=COC2=CC=CC=C12 chromone-benzoyl hydrazone